[3-(trifluoromethyl)oxetan-3-yl] 4-[3-[3-fluoro-4-[2-oxo-2-[3-[[[(2S,3R,4R,5R)-2,3,4,5,6-pentahydroxyhexyl]amino]methyl]azetidin-1-yl]ethyl]phenoxy]propyl]piperidine-1-carboxylate FC=1C=C(OCCCC2CCN(CC2)C(=O)OC2(COC2)C(F)(F)F)C=CC1CC(N1CC(C1)CNC[C@@H]([C@H]([C@@H]([C@@H](CO)O)O)O)O)=O